((3R,6S)-6-(2-hydroxy-propan-2-yl)tetrahydro-2H-pyran-3-yl)carbamic acid tert-butyl ester C(C)(C)(C)OC(N[C@H]1CO[C@@H](CC1)C(C)(C)O)=O